Tert-Butyl (1S,2R,5R)-2-allyl-3-(5,7-dibromo-6-chloro-8-fluoro-2-(methylthio)quinazolin-4-yl)-3,8-diazabicyclo[3.2.1]octane-8-carboxylate C(C=C)[C@@H]1[C@@H]2CC[C@H](CN1C1=NC(=NC3=C(C(=C(C(=C13)Br)Cl)Br)F)SC)N2C(=O)OC(C)(C)C